N1C(=NC=2C=NC=CC21)C=2C=C(C=C(C2)C2=NC1=C(C=NC=C1)N2)C2=NC1=C(C=NC=C1)N2 5-(1H-imidazo[4,5-c]pyridin-2-yl)-1,3-bis(3H-imidazo[4,5-c]pyridin-2-yl)benzene